1-(4-(7-(5-hydroxy-2-methyl-1H-indol-7-yl)-2-(3-morpholinopropoxy)-5,6,7,8-tetrahydropyrido[3,4-d]pyrimidin-4-yl)piperazin-1-yl)prop-2-en-1-one OC=1C=C2C=C(NC2=C(C1)N1CC=2N=C(N=C(C2CC1)N1CCN(CC1)C(C=C)=O)OCCCN1CCOCC1)C